C(#N)C1CN(C1)S(=O)(=O)C=1C=C(C(=O)N2[C@H](CCC2)C(=O)N[C@H](C)C2=CC(=CC(=C2)F)F)C=CC1 1-(3-((3-cyano-1-azetidinyl)sulfonyl)benzoyl)-N-((1R)-1-(3,5-difluorophenyl)ethyl)-D-prolinamide